N-(oxetan-3-yl)pyrimidine-5-carboxamide O1CC(C1)NC(=O)C=1C=NC=NC1